(6Ar,10aR)-3-[1-[(Z)-hex-1-enyl]cyclohexyl]-6,6,9-trimethyl-6a,7,10,10a-tetrahydrobenzo[c]chromen-1-ol C(=C/CCCC)/C1(CCCCC1)C=1C=C(C=2[C@H]3[C@H](C(OC2C1)(C)C)CC=C(C3)C)O